CC1CCN(CC1)CC1=CC=C(C=C1)[C@H]1COC=2C(=NC=CC2)O1 (3S)-3-{4-[(4-methylpiperidin-1-yl)methyl]phenyl}-2,3-dihydro[1,4]dioxino{2,3-b}pyridine